methyl ({5-chloro-6-[(1,3-thiazol-4-yl)methoxy]-2-indolyl}methyl)carbamate ClC=1C=C2C=C(NC2=CC1OCC=1N=CSC1)CNC(OC)=O